(E)-5-bromo-2-(((dimethylamino)methylene)amino)-N-(3-methoxy-2,6-dimethylphenyl)-1-tosyl-1H-pyrrole-3-carboxamide BrC1=CC(=C(N1S(=O)(=O)C1=CC=C(C)C=C1)/N=C/N(C)C)C(=O)NC1=C(C(=CC=C1C)OC)C